C(C1=CC=CC=C1)N1CCC(CC1)CC1C(C2=CC=C(C=C2C1)C1CCN(CC1)CCCC1=CNC2=CC=C(C=C12)C#N)=O 3-(3-(4-(2-((1-Benzylpiperidin-4-yl)methyl)-1-oxo-2,3-dihydro-1H-inden-5-yl)piperidin-1-yl)propyl)-1H-indole-5-carbonitrile